N-(2-(dimethylamino)ethyl)-6-ethylquinoline-8-carboxamide CN(CCNC(=O)C=1C=C(C=C2C=CC=NC12)CC)C